C(C1=CC=CC=C1)OCC1C(OCC1[Si](C1=CC=CC=C1)(C1=CC=CC=C1)C(C)(C)C)=O 3-((benzyloxy)methyl)-4-(tert-butyldiphenylsilyl)dihydrofuran-2(3H)-one